COC1=CC=C(CN2C(C(CCC2=O)N2C(N(C3=C2C=CC(=C3)OCC=O)C)=O)=O)C=C1 2-((1-(1-(4-Methoxybenzyl)-2,6-dioxopiperidin-3-yl)-3-methyl-2-oxo-2,3-dihydro-1H-benzo[d]imidazol-5-yl)oxy)acetaldehyde